N1CCCCC1.[K] Potassium piperidine